2-bromo-3-chloro-4-(trifluoromethyl)pyridine BrC1=NC=CC(=C1Cl)C(F)(F)F